(S)-N-[1-(aminocarbonyl)propyl]-4-bromobutanamide NC(=O)[C@H](CC)NC(CCCBr)=O